(1S,2R,3S)-2-hydroxycyclopentane-1,3-dicaffeamide OC1[C@@H](CC[C@H]1C1=CC(=C(C=C1/C=C/C(=O)N)O)O)C1=CC(=C(C=C1/C=C/C(=O)N)O)O